N-(4,4-difluoro-1-methylpyrrolidin-3-yl)-2-methyl-5-{[2-(trifluoromethyl)pyridin-3-yl]methoxy}-2H-indazole-3-carboxamide FC1(C(CN(C1)C)NC(=O)C=1N(N=C2C=CC(=CC12)OCC=1C(=NC=CC1)C(F)(F)F)C)F